FC1=C(OC[C@H]2C[C@H](C2)OC(=O)N2CC3(C2)NC(OC3)=O)C(=CC(=C1)F)F [cis-3-((2,4,6-Trifluorophenoxy)methyl)cyclobutyl]-6-oxo-7-oxa-2,5-diazaspiro[3.4]octan-2-carboxylat